3-(4-(2-methoxyethyl)phenyl)-1,2,4-oxadiazol COCCC1=CC=C(C=C1)C1=NOC=N1